Succinic acid, butyl tetradecyl ester C(CCC(=O)OCCCCCCCCCCCCCC)(=O)OCCCC